FC=1C(=C(C(=O)O)C=C(C1)NC(=O)C1(CC1)C1=C(C=C(C=C1)OC(F)(F)F)F)C=1C=NN(C1)C(C)C 3-Fluoro-5-[({1-[2-fluoro-4-(trifluoromethoxy)phenyl]cyclopropyl}carbonyl)amino]-2-[1-(propan-2-yl)-1H-pyrazol-4-yl]benzoic acid